3-[2-[[(1R)-1-(3,6-Dimethyl-4-oxo-2-phenyl-chromen-8-yl)ethyl]amino]phenyl]-4H-1,2,4-oxadiazol-5-one CC1=C(OC2=C(C=C(C=C2C1=O)C)[C@@H](C)NC1=C(C=CC=C1)C1=NOC(N1)=O)C1=CC=CC=C1